BrC=1N=C(N2C1C(=NC=C2)N)C=C(C)C 1-bromo-3-(2-methylprop-1-en-1-yl)imidazo[1,5-a]pyrazin-8-amine